BrC=1C=C2C(NC(=NC2=C(C1)Br)NC1=CC(=CC(=C1)C)C)=O 6,8-dibromo-2-((3,5-dimethylphenyl)amino)quinazoline-4(3H)-One